CC1C(CCCC1C)NC(C(C)S(=O)(=O)O)C 3-(2,3-dimethylcyclohexyl)aminobutane-2-sulfonic acid